[14C]Formate [14CH](=O)[O-]